C(C)(C)N1C=NC=2C(=NC(=CC21)C2=NC(=NC=C2)N)OC 4-(1-isopropyl-4-methoxy-imidazo[4,5-c]pyridin-6-yl)pyrimidin-2-amine